tert-butyl (1R,5S,6r)-6-[methyl(1-methylcyclopropyl)carbamoyl]-3-azabicyclo[3.1.0]hexane-3-carboxylate CN(C(=O)C1[C@H]2CN(C[C@@H]12)C(=O)OC(C)(C)C)C1(CC1)C